COC1=C(C=CC(=C1)OCCOC)NC1=CC=NC2=CC=CC=C12 N-(2-methoxy-4-(2-methoxyethoxy)phenyl)quinolin-4-amine